tert-Butyl 2-(6-bromo-1H-indol-1-yl)acetate BrC1=CC=C2C=CN(C2=C1)CC(=O)OC(C)(C)C